C(=O)(O)C(CC(CCCCOCCCCC(C(=O)O)(C)C)C=C)(C)C 6-(7-Carboxy-7-methyl-5-ethenyl-octyloxy)-2,2-dimethyl-hexanoic acid